C(C)(C)N1C(CCCC1)C(=O)N 1-isopropylpiperidine-2-carboxamide